2-(2,6-dioxopiperidine-3-yl)isoindoline-1,3-dione tetratrifluoroacetate FC(C(=O)O)(F)F.FC(C(=O)O)(F)F.FC(C(=O)O)(F)F.FC(C(=O)O)(F)F.O=C1NC(CCC1N1C(C2=CC=CC=C2C1=O)=O)=O